C(CCCCCCCCCCCCCCCCC)CCC(=S)OCC(COC(CCCCCCCCCCCCCCCCCCCC)=S)(COC(CCCCCCCCCCCCCCCCCCCC)=S)COC(CCCCCCCCCCCCCCCCCCCC)=S pentaerythritol tetrakis(3-octadecylthiopropionate)